FC=1C=C(C=2C(CCCC2C1F)=O)NC(C)=O N-(3,4-difluoro-8-oxo-5,6,7,8-tetrahydronaphthalen-1-yl)acetamide